7-(2-fluoro-6-methyl-phenyl)-N5-[(3S)-pyrrolidin-3-yl]isoquinoline-3,5-diamine FC1=C(C(=CC=C1)C)C=1C=C(C=2C=C(N=CC2C1)N)N[C@@H]1CNCC1